OC1CCCC=2C(=NC(=NC12)N1C(=CC=2C(=CC=CC12)C#N)C)SC 1-(8-hydroxy-4-methylsulfanyl-5,6,7,8-tetrahydroquinazolin-2-yl)-2-methyl-indole-4-carbonitrile